C1[C@@H]([C@H](O[C@H]1N2C=NC(=NC2=O)N)CO)O 5-aza-2-deoxycytidine